(2S)-5-[bis[2-(t-Butoxycarbonylamino)ethyl]amino]-2-(t-Butoxycarbonylamino)-5-oxo-pentanoic acid benzyl ester C(C1=CC=CC=C1)OC([C@H](CCC(=O)N(CCNC(=O)OC(C)(C)C)CCNC(=O)OC(C)(C)C)NC(=O)OC(C)(C)C)=O